CC1(OB(OC1(C)C)C=1C=NN2C1C=CC(=C2)OC2=CC=C(N=N2)CN2CCOCC2)C 4-[[6-[3-(4,4,5,5-tetramethyl-1,3,2-dioxaborolan-2-yl)pyrazolo[1,5-a]pyridin-6-yl]oxypyridazin-3-yl]methyl]morpholine